7-bromo-6-chloro-3-(3-hydroxypropyl)-1-methyl-1H-indole-2-carboxylic acid methyl ester COC(=O)C=1N(C2=C(C(=CC=C2C1CCCO)Cl)Br)C